(S)-4-(4-(3-(4-(4-chloro-7,7-dimethyl-5-oxo-5,7-dihydroindolo[1,2-a]quinazolin-10-yl)-[1,4'-bipiperidin]-1'-yl)propanoyl)piperazin-1-yl)-N-(2,6-dioxopiperidin-3-yl)-2-fluorobenzamide ClC=1C=2C(N=C3N(C2C=CC1)C1=CC(=CC=C1C3(C)C)C3CCN(CC3)C3CCN(CC3)CCC(=O)N3CCN(CC3)C3=CC(=C(C(=O)N[C@@H]1C(NC(CC1)=O)=O)C=C3)F)=O